C(C)(C)(C)OC1=NC=C(C(=N1)OC(C)(C)C)C=1C=C2C(=NN1)N(N=C2OC(C(F)F)C2=NC=NC(=C2)OCC(F)(F)F)C 5-(2,4-ditert-butoxypyrimidin-5-yl)-3-[2,2-difluoro-1-[6-(2,2,2-trifluoroethoxy)pyrimidin-4-yl]ethoxy]-1-methyl-pyrazolo[3,4-c]pyridazine